tert-butyl (2S)-2-[[2-(4,6-dimethylpyrimidin-5-yl)-4-nitro-phenoxy]methyl]pyrrolidine-1-carboxylate CC1=NC=NC(=C1C1=C(OC[C@H]2N(CCC2)C(=O)OC(C)(C)C)C=CC(=C1)[N+](=O)[O-])C